C(C1=CC=CC=C1)OC(=O)N[C@@H](CCS)C(=O)OCC1=CC=CC=C1 benzyl ((benzyloxy)carbonyl)-Z-homocysteinate